Cl.N=1C=NN2C1C=C(C=C2)OC2=C(C=C(C=C2)NC2=NC=NN1C2=C(C=C1)C(=O)NCCCN(C)C)C 4-((4-([1,2,4]triazolo[1,5-a]pyridin-7-yloxy)-3-methylphenyl)amino)-N-(3-(dimethylamino)-propyl)pyrrolo[2,1-f][1,2,4]triazine-5-carboxamide hydrochloride